FC(O[C@@H]1C[C@H](N(C1)C(CNC(=O)C=1C=CC=2SC3=CC=CC=C3OC2C1)=O)C(=O)NCC=1C=C2CCN(CC2=CC1)C(=O)OC(C)(C)C)F Tert-butyl 6-(((2S,4R)-4-(difluoromethoxy)-1-((phenoxathiine-3-carbonyl) glycyl)pyrrolidine-2-carboxamido)methyl)-3,4-dihydroisoquinoline-2(1H)-carboxylate